Cl.NCCS(=O)(=O)C1=C(C(=C(C(=C1F)F)S(=O)(=O)N)F)NC1CCCCCCC1 4-(2-aminoethylsulfonyl)-3-(cyclooctylamino)-2,5,6-trifluoro-benzenesulfonamide hydrochloride